3-chloro-1-ethyl-1H-indazole-5-carboxylic acid ClC1=NN(C2=CC=C(C=C12)C(=O)O)CC